[Na+].OC1=C(C(=O)[O-])C=CC=C1 2-hydroxybenzoic acid monosodium salt